COCCN1CC(N(CC1)C(=O)OC(C)(C)C)C tert-Butyl 4-(2-methoxyethyl)-2-methylpiperazine-1-carboxylate